COC1=C(C(=CC=C1)OC)C1=CC(=NN1C1=C(C=C(C=C1)C(N(CCCN(CCCN(C(C1=CC=CC=C1)(C1=CC=CC=C1)C1=CC=CC=C1)C)C)C)=O)C(C)C)C(=O)OC methyl 5-(2,6-dimethoxyphenyl)-1-(2-isopropyl-4-(methyl(3-(methyl(3-(methyl(trityl)amino)propyl)amino)propyl)carbamoyl)phenyl)-1H-pyrazole-3-carboxylate